C(CCCCCCCCCCCCCCC)C1=NC=CN1C hexadecyl-3-methylimidazole